(S)-4-(2-(1H-pyrazol-4-yl)phenyl)-6-(2-acryloyl-2,6-diazaspiro[3.4]octan-6-yl)-2-((1-methylpyrrolidin-2-yl)methoxy)pyrimidine-5-carbonitrile N1N=CC(=C1)C1=C(C=CC=C1)C1=NC(=NC(=C1C#N)N1CC2(CN(C2)C(C=C)=O)CC1)OC[C@H]1N(CCC1)C